(S)-1'-(6-amino-5-((3-chloro-2-cyclopropylpyridin-4-yl)thio)-3-methylpyrazin-2-yl)-4,6-dihydrospiro[cyclopenta[d]oxazol-5,4'-piperidin]-6-amine NC1=C(N=C(C(=N1)N1CCC2(CC1)[C@@H](C1=C(N=CO1)C2)N)C)SC2=C(C(=NC=C2)C2CC2)Cl